ClC1=CC=C2C(=CNC2=C1C1CC1)S(=O)(=O)NC1=NC(=C(C=C1F)OCCF)F 6-chloro-7-cyclopropyl-N-[3,6-difluoro-5-(2-fluoroethoxy)pyridin-2-yl]-1H-indole-3-sulfonamide